C(CCC)[C@H]1N(S(C2=CC=3C=4C=C(C=CC4CN(C3C=C2N(C1)C1=CC=CC=C1)C)C(=O)O)(=O)=O)C (R)-10-butyl-6,11-dimethyl-8-phenyl-5,6,8,9,10,11-hexahydro-[1,2,5]thiadiazepino[7,6-b]phenanthridine-2-carboxylic acid 12,12-dioxide